glutamic acid, glycolate salt C(CO)(=O)O.N[C@@H](CCC(=O)O)C(=O)O